Cl.NC\C=C(\CN1N=NC2=C1C=C(C=C2C2=CC(=CC=C2)S(N(C)C)(=O)=O)C(=O)NC)/F (Z)-1-(4-amino-2-fluorobut-2-en-1-yl)-4-(3-(N,N-dimethylsulfamoyl)phenyl)-N-methyl-1H-benzo[d][1,2,3]triazole-6-carboxamide hydrochloride